IC1=C(C(=C(C(=C1C(=O)NCC=O)I)N(C(C)=O)CC=O)I)C(=O)NCC=O 2,4,6-triiodo-N1,N3-bis(2-oxoethyl)-5-[N-(2-oxoethyl)acetamido]benzene-1,3-dicarboxamide